6-(4-fluorophenyl)-5,6,7,8-tetrahydroquinazoline-2,4(1H,3H)-dione FC1=CC=C(C=C1)C1CC=2C(NC(NC2CC1)=O)=O